tripyrrolidinium hexafluorophosphate F[P-](F)(F)(F)(F)F.[NH2+]1CCCC1.[NH2+]1CCCC1.[NH2+]1CCCC1.F[P-](F)(F)(F)(F)F.F[P-](F)(F)(F)(F)F